FC=1C(=CC=2C3=C(NC(C2C1)=O)COC[C@H]3NC(=O)C=3NC1=CC(=C(C=C1C3)F)F)F (S)-N-(8,9-Difluoro-6-oxo-1,4,5,6-tetrahydro-2H-pyrano[3,4-c]isoquinolin-1-yl)-5,6-difluoro-1H-indole-2-carboxamide